3-((tert-butoxycarbonylamino)methyl)-6-(4,4,5,5-tetramethyl-1,3,2-dioxaborolan-2-yl)hexanoate C(C)(C)(C)OC(=O)NCC(CC(=O)[O-])CCCB1OC(C(O1)(C)C)(C)C